5-chloro-2-methylbenzenediazonium chloride [Cl-].ClC=1C=CC(=C(C1)[N+]#N)C